ClC=1C=CC(=C(C1)C1=CC(=NC=C1C(=O)NC=1SC(=NN1)OCC1=CC=C(C=C1)[S@](=O)(=N)C)C)OC (S)-4-(5-chloro-2-methoxyphenyl)-6-methyl-N-(5-((4-(S-methylsulfonimidoyl)benzyl)oxy)-1,3,4-thiadiazol-2-yl)nicotinamide